(Z)-2-cyano-3-hydroxy-3-(5-methylisoxazol-4-yl)-N-[4-(oxetan-3-yloxy)phenyl]prop-2-enamide C(#N)/C(/C(=O)NC1=CC=C(C=C1)OC1COC1)=C(\C=1C=NOC1C)/O